[Ag].[Li] Lithium-Silver